FC(CC)(C1=NN=CN1C)C=1C=C(C=CC1)N1C(C2=CC(=CC(=C2C1)C(F)(F)F)CNC1(CCC1)C)=O 2-(3-(1-fluoro-1-(4-methyl-4H-1,2,4-triazol-3-yl)propyl)phenyl)-6-(((1-methylcyclobutyl)amino)methyl)-4-(trifluoromethyl)-isoindolin-1-one